tert-butyl 6-(2,6-dioxopiperidin-3-yl)-5,7-dioxo-3,5,6,7-tetrahydropyrrolo[3,4-f]isoindole-2(1H)-carboxylate O=C1NC(CCC1N1C(C=2C=C3C(=CC2C1=O)CN(C3)C(=O)OC(C)(C)C)=O)=O